N-[(1R)-1-(3-cyano-2-fluoro-5-nitrophenyl)ethyl]-1-(2-fluorophenyl)-6-oxo-pyridazine-3-carboxamide C(#N)C=1C(=C(C=C(C1)[N+](=O)[O-])[C@@H](C)NC(=O)C1=NN(C(C=C1)=O)C1=C(C=CC=C1)F)F